1-tert-butyl 3-ethyl 6-hydroxyazocane-1,3-dicarboxylate OC1CCC(CN(CC1)C(=O)OC(C)(C)C)C(=O)OCC